(3,4,5-trifluorophenyl)porphyrin iron chloride [Fe](Cl)Cl.FC=1C=C(C=C(C1F)F)C1=C2NC(=C1)C=C1C=CC(=N1)C=C1C=CC(N1)=CC=1C=CC(N1)=C2